FC(C(=O)O)(F)F.N1(CCC1)C(=O)C=1C=C(C=NC1)C1=CC(=NC=C1)C=1NC(=C(N1)C)C 5-(Azetidin-1-ylcarbonyl)-2'-(4,5-dimethyl-1H-imidazol-2-yl)-3,4'-bipyridine trifluoroacetate salt